OC(CC(=O)[O-])C.C(CCC)[N+](CCCC)(CCCC)CCCC tetra-n-butylammonium 3-hydroxybutyrate